diethyl-2,6-naphthalenedicarboxylic acid C(C)C=1C(=C(C2=CC=C(C=C2C1)C(=O)O)CC)C(=O)O